1-(4-((4-((4-((2-(4-(dimethylamino)piperidin-1-yl)pyridin-4-yl)oxy)-2-fluorophenyl)amino)-7-methoxyquinazolin-6-yl)amino)piperidin-1-yl)prop-2-en-1-one CN(C1CCN(CC1)C1=NC=CC(=C1)OC1=CC(=C(C=C1)NC1=NC=NC2=CC(=C(C=C12)NC1CCN(CC1)C(C=C)=O)OC)F)C